BrC=1C(=NN2C1C(OCC2)=O)C2=CC=C(C=C2)F 3-Bromo-2-(4-fluorophenyl)-6,7-dihydro-4H-pyrazolo[5,1-c][1,4]oxazin-4-one